(S)-5-chloro-2-(3-(5-(trifluoromethyl)pyridin-2-yloxy)pyrrolidin-1-yl)benzamide ClC=1C=CC(=C(C(=O)N)C1)N1C[C@H](CC1)OC1=NC=C(C=C1)C(F)(F)F